BrC1=CC(=NC=C1)C(C(=O)N)CC1=CC(=C(C=C1)F)F (4-bromopyridin-2-yl)-3-(3,4-difluorophenyl)propanamide